oxo-2,3-dihydro-1H-pyrrolo[2,3-b]pyridin O=C1CC=2C(=NC=CC2)N1